tert-butyl (R)-3-(3-((6-(2-hydroxy-4-(trifluoromethyl)phenyl)-5-methylpyridazin-3-yl)amino)piperidin-1-yl)azetidine-1-carboxylate OC1=C(C=CC(=C1)C(F)(F)F)C1=C(C=C(N=N1)N[C@H]1CN(CCC1)C1CN(C1)C(=O)OC(C)(C)C)C